FC1(CC(CC1)CN1N=C(C(=C1)C)OC(F)(F)F)F 1-((3,3-difluorocyclopentyl)methyl)-4-methyl-3-(trifluoromethoxy)-1H-pyrazole